COC(=O)C(CC#N)C1=CC=CC=C1 The molecule is a methyl ester that is methyl phenylacetate substituted at the alpha-position by a cyanomethyl group. It is a nitrile and a methyl ester. It derives from a phenylacetic acid.